NC1=C2N=C(N(C2=NC(=N1)F)CCC(=O)N)CC=1C=C2C(CCC2=CC1I)F 3-(6-amino-2-fluoro-8-((3-fluoro-6-iodo-2,3-dihydro-1H-inden-5-yl)methyl)-9H-purin-9-yl)propanamide